5-(4-chloro-2-fluorophenyl)-[1,2,4]triazolo[1,5-a]pyridine ClC1=CC(=C(C=C1)C1=CC=CC=2N1N=CN2)F